1,2,3,4-tetrahydro-5-(1-phenylethyl)naphthalene C1(=CC=CC=C1)C(C)C1=C2CCCCC2=CC=C1